C(C)(C)(C)C=1SC=2C(N1)=CCC1(CCN(CC1)C(=O)C=1C=C3C(=NN(C3=C(C1)O)C)C)C2 2-(tert-butyl)-1'-(7-hydroxy-1,3-dimethyl-1H-Indazole-5-carbonyl)-5H-spiro[benzo[d]thiazole-6,4'-piperidin]